C(C)OC(=O)C1=NC(=NC(=C1N)C1=C2C=NN(C2=CC=C1C)C1OCCCC1)C1=CC(=NC=C1NC1=NC=CC=C1F)F 5-amino-2-(2-fluoro-5-((3-fluoropyridin-2-yl)amino)pyridin-4-yl)-6-(5-methyl-1-(tetrahydro-2H-pyran-2-yl)-1H-indazol-4-yl)pyrimidine-4-carboxylic acid ethyl ester